N-(3,4-Dihydroxybenzoyl)3-carboxy-2,5-dihydroxybenzamid OC=1C=C(C(=O)NC(C2=C(C(=CC(=C2)O)C(=O)O)O)=O)C=CC1O